4,6-dinitro-o-sec-butylphenol [N+](=O)([O-])C1=CC(=C(C(=C1)[N+](=O)[O-])O)C(C)CC